F[C@H]1[C@H]([C@@H]2CN[C@]1(C2)C)N(C2=CC=C(N=N2)C2=C(C=C(C=C2)N2N=CC=C2)O)C 2-(6-(((1S,4S,5S,6S)-6-fluoro-1-methyl-2-azabicyclo[2.2.1]heptan-5-yl)(methyl)amino)pyridazin-3-yl)-5-(1H-pyrazol-1-yl)phenol